methyl-allyl mercaptan CC=CCS